1-({1-[(dimethylamino)methyl]cyclopropyl}methyl)-4-[5-(1-ethyl-3-methyl-1H-pyrazol-5-yl)-4H-1,2,4-triazol-3-yl]-1H-indazole-6-carboxamide CN(C)CC1(CC1)CN1N=CC2=C(C=C(C=C12)C(=O)N)C1=NN=C(N1)C1=CC(=NN1CC)C